NC(CO)CCCC 2-aminohexane-1-ol